CN[C@H]1[C@@H](CCCC1)NC trans-N,N'-Dimethylcyclohexan-1,2-diamin